C(C)C=1N(C=2N(C(C1N1CCN(CC1)C(C1=NC=CC=C1O)=O)=O)N=C(N2)N2CCCC2)CC(=O)NC2=C(C=C(C=C2)C(F)(F)F)C 2-(5-ethyl-6-(4-(3-hydroxypicolinoyl)piperazin-1-yl)-7-oxo-2-(pyrrolidin-1-yl)-[1,2,4]triazolo[1,5-a]pyrimidin-4(7H)-yl)-N-(2-methyl-4-(trifluoromethyl)phenyl)acetamide